2-((4-(4-((4-chloro-2-fluorobenzofuran-7-yl)methoxy)-5-fluoropyrimidin-2-yl)cyclohex-3-en-1-yl)methyl)-1-(2-methoxyethyl)-1H-benzo[d]imidazole-6-carboxylic acid ClC1=CC=C(C2=C1C=C(O2)F)COC2=NC(=NC=C2F)C2=CCC(CC2)CC2=NC1=C(N2CCOC)C=C(C=C1)C(=O)O